Cl.O=C1N(CCC(N1)=O)C1=CC(=C(C=C1)N1CCC(CC1)(O)CC(=O)O)C(F)(F)F 2-[1-[4-(2,4-dioxohexahydropyrimidin-1-yl)-2-(trifluoromethyl)phenyl]-4-hydroxy-4-piperidyl]acetic acid hydrochloride